FCC1([C@H]([C@H](C1)O)[C@@H]1N2C(C3=CC=CC=C13)=CN=C2)CF (1S,2S)-3,3-bis(fluoromethyl)-2-((S)-5H-imidazo[5,1-a]isoindol-5-yl)cyclobutane-1-ol